CC1=C(C(=O)NC2=CC=C(C3=CC=CC=C23)S(=O)(=O)NC(CC2CCN(CC2)C(=O)OC(C)(C)C)C)C=CC=C1 tert-butyl 4-(2-(4-(2-methylbenzamido)naphthalene-1-sulfonamido)propyl)piperidine-1-carboxylate